CC1=CC=C(CNS(=O)(=O)C2=CC=C(C=C2)NC(=O)NCC=2C=NNC2)C=C1 N-(4-Methyl-benzyl)-4-[3-(1H-pyrazol-4-ylmethyl)-ureido]-benzenesulfonamide